NCC1=CC=C(NCC(C)C)C=C1 4-(aminomethyl)-N-isobutylaniline